(R)-1-((7-Chloro-2-(3'-(3-(((S)-3-hydroxypyrrolidin-1-yl)methyl)-1,7-naphthyridin-8-ylamino)-2,2'-dimethylbiphenyl-3-yl)benzo[d]oxazol-5-yl)methyl)pyrrolidin ClC1=CC(=CC=2N=C(OC21)C=2C(=C(C=CC2)C2=C(C(=CC=C2)NC=2N=CC=C1C=C(C=NC21)CN2C[C@H](CC2)O)C)C)CN2CCCC2